ClC(C(=O)OCC)C(=O)OCC diethyl 2-chloromalonate